O1CC(C1)OC1=NC(=NC=C1C(F)(F)F)N[C@H]1C[C@H](CCC1)C1=NN=C2N1CCN(C2)CC#N 2-[3-[(1S,3R)-3-[[4-(oxetan-3-yloxy)-5-(trifluoromethyl)pyrimidin-2-yl]amino]cyclohexyl]-6,8-dihydro-5H-[1,2,4]triazolo[4,3-a]pyrazin-7-yl]acetonitrile